2-bromo-1-(4-((2-(nitro)phenyl)sulfonyl)piperazin-1-yl)ethan-1-one BrCC(=O)N1CCN(CC1)S(=O)(=O)C1=C(C=CC=C1)[N+](=O)[O-]